1,3-bis(pyren-1-yl)benzene C1(=CC=C2C=CC3=CC=CC4=CC=C1C2=C34)C3=CC(=CC=C3)C3=CC=C4C=CC2=CC=CC1=CC=C3C4=C21